OCCOCCCC1=CC=CC=2N(C(N(C21)C)=O)C2C(NC(CC2)=O)=O 3-[4-[3-(2-hydroxyethoxy)propyl]-3-methyl-2-oxo-1,3-benzodiazol-1-yl]piperidine-2,6-dione